2-methyl-1-(6-(7-((4-(methylsulfonyl)phenyl)amino)-2,6-naphthyridin-1-yl)-3,4-dihydroisoquinolin-2(1H)-yl)propan-2-ol CC(CN1CC2=CC=C(C=C2CC1)C1=NC=CC2=CN=C(C=C12)NC1=CC=C(C=C1)S(=O)(=O)C)(C)O